CC1=CC=C(C=C1)S(=O)(=O)[O-] 4-methylbenzene-sulfonate